4-(Chloromethyl)-2-methoxy-1,3-dioxolan ClCC1OC(OC1)OC